FC=1C=C(CNC=2C=C3N(C(N2)=O)C[C@H]2N3CCC2)C=C(C1)F (S)-3-((3,5-difluorobenzyl)amino)-7,8,8a,9-tetrahydropyrrolo[1',2':3,4]imidazo[1,2-c]pyrimidin-1(6H)-one